sodium (2S,3S)-3-(((tert-butyldiphenylsilyl)oxy)methyl)-2-methylpent-4-ene-1-sulfinate [Si](C1=CC=CC=C1)(C1=CC=CC=C1)(C(C)(C)C)OC[C@H]([C@@H](CS(=O)[O-])C)C=C.[Na+]